N-(2-ethylhexyl)carbazole C(C)C(CN1C2=CC=CC=C2C=2C=CC=CC12)CCCC